3-[[2-[4-[4-ethoxy-6-[(4-methoxyphenyl)methoxy]-3-pyridyl]-2-fluorophenyl]acetyl]amino]-N-[2-[(2R)-2-methylpyrrolidin-1-yl]ethyl]-5-(trifluoromethyl)benzamide C(C)OC1=C(C=NC(=C1)OCC1=CC=C(C=C1)OC)C1=CC(=C(C=C1)CC(=O)NC=1C=C(C(=O)NCCN2[C@@H](CCC2)C)C=C(C1)C(F)(F)F)F